3-(1H-indole-3-yl)-3-oxopropanoate N1C=C(C2=CC=CC=C12)C(CC(=O)[O-])=O